C(C=C)N(C=1C(=CC=C(C1F)Cl)N)CC=C N1,N1-diallyl-5-chloro-6-fluorobenzene-1,2-diamine